2-hexylcyclopent-2-enone C(CCCCC)C=1C(CCC1)=O